C(CCC(=O)[O-])(=O)OCC(CCCCCCCCCC)CCCCCCCC 2-octyldodecyl succinate